rac-2-(6-(4-(1,4-Diazabicyclo[3.2.1]octan-4-yl)phenyl)-4,7-dichloro-2H-indazol-2-yl)((R)-6-fluoro-6,7-dihydro-5H-pyrrolo[1,2-c]imidazol-1-yl)-N-(thiazol-2-yl)acetamide N12CCN(C(CC1)C2)C2=CC=C(C=C2)C=2C=C(C1=CN(N=C1C2Cl)C(C(=O)NC=2SC=CN2)C2=C1N(C=N2)C[C@@H](C1)F)Cl